(S)-8-(2,4-dichlorophenyl)-9-(4-((1-(3-fluoropropyl)pyrrolidin-3-yl)oxy)phenyl)-6,7-dihydro-5H-benzo[7]annulene-3-carbothiohydrazide ClC1=C(C=CC(=C1)Cl)C=1CCCC2=C(C1C1=CC=C(C=C1)O[C@@H]1CN(CC1)CCCF)C=CC(=C2)C(NN)=S